(R,S)-6,6-dimethyl-7-(3-(2-(1-(phenylsulfonyl)-1H-pyrrolo[2,3-b]pyridin-3-yl)thiazol-4-yl)phenyl)-6,7-dihydro-5H-cyclopenta[d]pyridin-7-ol CC1([C@@](C=2C(=CC=NC2)C1)(O)C1=CC(=CC=C1)C=1N=C(SC1)C1=CN(C2=NC=CC=C21)S(=O)(=O)C2=CC=CC=C2)C